1-(2-bromo-3,5-dihydroxyphenyl)-3-(4-methoxyphenyl)-(2E)-2-propen-1-one BrC1=C(C=C(C=C1O)O)C(\C=C\C1=CC=C(C=C1)OC)=O